CS(=O)(=O)OC1=CC=CC=2COC(OCC21)C=2N=C(SC2)C2CCN(CC2)C(CN2N=C(C=C2C(F)(F)F)C(F)(F)F)=O 4-[4-(6-methylsulfonyloxy-1,5-dihydro-3H-2,4-benzodioxepin-3-yl)-2-thiazolyl]-1-[2-[3,5-bis(trifluoromethyl)-1H-pyrazol-1-yl]acetyl]piperidine